(2R,5S)-N-(4-(2-Aminoacetamido)phenyl)-3-(4-cyano-3-(trifluoromethyl)phenyl)-2-(trifluoromethyl)oxazolidin-5-carboxamid NCC(=O)NC1=CC=C(C=C1)NC(=O)[C@@H]1CN([C@H](O1)C(F)(F)F)C1=CC(=C(C=C1)C#N)C(F)(F)F